tert-butyl (6-chloro-3-(trifluoromethyl)imidazo[1,2-b]pyridazin-8-yl)(3-fluorophenyl)carbamate ClC=1C=C(C=2N(N1)C(=CN2)C(F)(F)F)N(C(OC(C)(C)C)=O)C2=CC(=CC=C2)F